[Na+].C(=O)(C=C)NC(C)(C)CS(=O)(=O)[O-] (acryl-dimethyl taurate) sodium